C(C)(=O)N[C@@H]1[C@H](C[C@](C(=O)O)(O[C@H]1[C@@H]([C@@H](CO)O)O)O[C@@H]1[C@H]([C@@H](O[C@@H]([C@@H]1O)CO)O[C@H]1[C@@H]([C@H](C(O)O[C@@H]1CO)O)O)O)O (6R)-5-Acetamido-3,5-dideoxy-6-[(1R,2R)-1,2,3-trihydroxypropyl]-β-L-threo-hex-2-ulopyranonosyl-(2->3)-β-D-galactopyranosyl-(1->4)-D-glucopyranose